2,7-bis(4-(naphtho[2,3-b]thiophen-2-yl)phenyl)[1]benzothieno[3,2-b][1]benzothiophene S1C2=C(C=C1C1=CC=C(C=C1)C1=CC3=C(C=C1)C=1SC4=C(C1S3)C=CC(=C4)C4=CC=C(C=C4)C4=CC3=C(S4)C=C4C=CC=CC4=C3)C=C3C=CC=CC3=C2